C1NC(CC2N1C1=CC=CC=C1C2)=O tetrahydropyrimidino[1,6-a]indol-3-one